5,7-dimethoxy-3-(4-((1-tosyl-1H-benzimidazol-2-yl)thio)butoxy)-2-(3,4,5-trimethoxyphenyl)-4H-chromen-4-one COC1=C2C(C(=C(OC2=CC(=C1)OC)C1=CC(=C(C(=C1)OC)OC)OC)OCCCCSC1=NC2=C(N1S(=O)(=O)C1=CC=C(C)C=C1)C=CC=C2)=O